N1(N=CC=C1)C[C@H]1N(C[C@@H](C1)NC(C1=CN=C(C=C1)Br)=O)C(=O)OC(C)(C)C tert-butyl (2S,4R)-2-((1H-pyrazol-1-yl)methyl)-4-(6-bromonicotinamido)pyrrolidine-1-carboxylate